NC=1C(C=C2[C@H](CCC3=C(C2=CC1)C(=C(C(=C3)OC)OC)OC)NC(C)=O)=O (S)-N-(10-amino-1,2,3-trimethoxy-9-oxo-5,6,7,9-tetrahydrobenzo[a]heptalen-7-yl)acetamide